COCCNC1=CC=C(C=N1)C=O {6-[(2-methoxyethyl)amino]pyridin-3-yl}methanone